(S)-5-amino-2-((3-(2-(3,4-dichlorophenyl)-2-hydroxyethyl)-1,2,4-oxadiazol-5-yl)methyl)-4-methylpyridazin-3(2H)-one NC1=C(C(N(N=C1)CC1=NC(=NO1)C[C@H](O)C1=CC(=C(C=C1)Cl)Cl)=O)C